3-Aminotetrahydrothiophene-1,1-dioxide hydrochloride Cl.NC1CS(CC1)(=O)=O